CSC=1C=C(OC2=CC=NC=C2)C=CC1[N+](=O)[O-] 4-(3-methylsulfanyl-4-nitro-phenoxy)pyridine